C12N(CC(NC1)C2)C=2C=C(C(=C1C(N(C(C21)=O)C2C(NC(CC2)=O)=O)=O)F)F 7-(2,5-diazabicyclo[2.2.1]heptan-2-yl)-2-(2,6-dioxopiperidin-3-yl)-4,5-difluoroisoindoline-1,3-dione